ClC=1C=C(C(=O)NC)C=C(C1)CN1C(C2=CC=C(C=C2C=C1)C1=CC=NN1C)=O 3-chloro-N-methyl-5-((6-(1-methyl-1H-pyrazol-5-yl)-1-oxoisoquinolin-2(1H)-yl)methyl)benzamide